N4-cyclohexyl-N6-(2-isopropoxy-4-morpholinophenyl)-3-(1-methyl-1H-pyrazol-4-yl)-1H-pyrazolo[3,4-d]pyrimidine-4,6-diamine C1(CCCCC1)NC1=C2C(=NC(=N1)NC1=C(C=C(C=C1)N1CCOCC1)OC(C)C)NN=C2C=2C=NN(C2)C